N-(4-aminophenyl)-4-methylbenzenesulfonamide NC1=CC=C(C=C1)NS(=O)(=O)C1=CC=C(C=C1)C